2-[4-(bromomethyl)-2-methyl-phenyl]-1-methyl-4-(trifluoromethyl)imidazole BrCC1=CC(=C(C=C1)C=1N(C=C(N1)C(F)(F)F)C)C